2-methyl-1-(propan-2-yl)piperazine CC1N(CCNC1)C(C)C